(4-(difluoromethoxy)phenyl)-6-(2-(2-hydroxy-2-methylpropyl)-2H-indazol-5-yl)-2-((2,2,2-trifluoroethyl)amino)pteridin-7(8H)-one FC(OC1=CC=C(C=C1)C1=NC(=NC=2NC(C(=NC12)C1=CC2=CN(N=C2C=C1)CC(C)(C)O)=O)NCC(F)(F)F)F